7-fluoro-3,4-dihydro-2H-benzo[1,4]oxazine FC1=CC2=C(NCCO2)C=C1